1-Methoxymethyl-2-(4-formylimidazol-1-yl)benzimidazole COCN1C(=NC2=C1C=CC=C2)N2C=NC(=C2)C=O